4-((7-((adamant-1-yl)amino)heptyl)oxy)-2-(2,6-dioxopiperidin-3-yl)-6-fluoroisoindoline C12(CC3CC(CC(C1)C3)C2)NCCCCCCCOC2=C3CN(CC3=CC(=C2)F)C2C(NC(CC2)=O)=O